COCCS(=O)(=O)C 1-Methoxy-2-(methylsulfonyl)ethane